S(=O)(=O)(C1=CC=CC=2C(N(C)C)=CC=CC12)N[C@@H](CCCCN)C(=O)O dansyl-L-Lysine